C(C)(C)(C)OC(=O)N1C[C@H](CC1)[C@@H](C(=O)O)CC1=CC(=CC=C1)S(N(C)C)(=O)=O (2S)-2-[(3R)-1-tert-Butoxycarbonylpyrrolidin-3-yl]-3-[3-(dimethylsulfamoyl)phenyl]propanoic acid